dimethyl 1,4,5,8-tetrahydro-1,4-methanonaphthalene-6,7-dicarboxylate C12C=CC(C=3CC(=C(CC13)C(=O)OC)C(=O)OC)C2